ClC=1C=CC=2C=3C=CC(=C4C(=CC=C(C5=CC=C(C1C52)C(=O)OCC(C)C)C43)C(=O)OCC(C)C)Cl diisobutyl 3,10-dichloroperylene-4,9-dicarboxylate